CC=1N=C(C2=C(N1)C=NC=C2)N[C@H](C)C2=CC(=CC=C2)[N+](=O)[O-] 2-methyl-4-{[(1R)-1-(3-nitrophenyl)ethyl]amino}pyrido[3,4-d]pyrimidin